tert-butyl 4-(1-hydroxypropan-2-yl)piperazine-1-carboxylate OCC(C)N1CCN(CC1)C(=O)OC(C)(C)C